5-hydroxy-6-((R)-3-methoxy-2-(4-((4-((((S)-pyrrolidin-3-yl)amino)methyl)phenyl)ethynyl)phenyl)propyl)pyrimidin OC=1C=NC=NC1C[C@@H](COC)C1=CC=C(C=C1)C#CC1=CC=C(C=C1)CN[C@@H]1CNCC1